C(CCC)C1=C(OC=CC1=O)CCCC di-n-butyl-4-pyrone